6,8-dihydrobenzo[b]indeno[1,2-h]carbazole C1=CC=CC2=CC=3NC=4C=C5C(=CC4C3C=C21)C2=CC=CC=C2C5